CC1(CCC(CC1)C1=CC=C(C=C1)\N=C/1\CC(NC1)=O)C (Z)-4-((4-(4,4-dimethylcyclohexyl)phenyl)imino)pyrrolidin-2-one